BrC=1C=C(C=CC1)C(CC(=O)O)(C)C 3-(3-bromophenyl)-3-methylbutyric acid